C(C)(C)(C)OC(=O)N1CCN(CC1)C=1C=C2C(N(C(C2=CC1)=O)C1C(NC(CC1)=O)=O)=O 4-(2-(2,6-dioxopiperidin-3-yl)-1,3-dioxoisoindolin-5-yl)piperazine-1-carboxylic acid tert-butyl ester